C(C)(C)(C)OC(=O)N1C[C@@H](NCC1)CF (R)-3-(fluoromethyl)piperazine-1-carboxylic acid tert-butyl ester